(2-{4,4-Dimethyl-9-oxo-1,10-diazatricyclo[6.4.0.02,6]dodeca-2(6),7-dien-10-yl}-4-{1-methyl-5-[(1-methyl-1H-pyrazol-3-yl)amino]-6-oxo-1,6-dihydropyridin-3-yl}pyridin-3-yl)methylAcetate CC1(CC=2N3CCN(C(C3=CC2C1)=O)C1=NC=CC(=C1COC(C)=O)C1=CN(C(C(=C1)NC1=NN(C=C1)C)=O)C)C